NC1=CC2=C(NC(=N2)C=2C(NC=CC2)=O)C=C1 3-(5-Amino-1H-benzo[d]imidazol-2-yl)pyridin-2(1H)-one